5-{2-[2-(3-methoxybenzenesulfonamido)phenyl]-ethynyl}pyridine-2-carboxylic acid COC=1C=C(C=CC1)S(=O)(=O)NC1=C(C=CC=C1)C#CC=1C=CC(=NC1)C(=O)O